CN(C)C(CSS(=O)(=O)O)CSS(=O)(=O)O The molecule is a nereistoxin analogue insecticide that is 2-(dimethylamino)propane-1,3-dithiol with both sulfhydryls bearing sulfate groups. It is a conjugate acid of a thiosultap(1-).